FC1(CN(CCC1)C(=O)NC=1C=C2C(=CN(C2=CC1)CC(=O)N1CC=CC[C@H]1C(NC1=NC(=CC=C1)C)=O)C(=O)N)F (S)-5-(3,3-difluoropiperidine-1-carboxamido)-1-(2-(6-((6-methylpyridin-2-yl)carbamoyl)-5,6-dihydropyridin-1(2H)-yl)-2-oxoethyl)-1H-indole-3-carboxamide